BrC1=CC(=C(OCCNC(C(=O)O)=O)C=C1OC)C=1OC2=C(C=CC=C2C(C1)=O)Cl 2-[2-[4-bromo-2-(8-chloro-4-oxo-chromen-2-yl)-5-methoxy-phenoxy]ethylamino]-2-oxo-acetic acid